C(CCCCCCC)OC(CCC(=O)OCC(COC(CCCCCCC\C=C/C\C=C/CCCCC)=O)COC(NCCCN(C)C)=O)OCCCCCCCC (9Z,12Z)-3-((4,4-bis(octyloxy)butanoyl)oxy)-2-((((3-(dimethylamino)propyl)carbamoyl)oxy)methyl)propyloctadeca-9,12-dienoate